Ethyl (S,E)-3-(7-(4-(1,8-naphthyridin-2-yl)but-1-en-1-yl)-1-oxo-3,4-dihydropyrrolo[1,2-a]pyrazin-2(1H)-yl)-3-(3-fluoro-4-methoxy phenyl)propanoate N1=C(C=CC2=CC=CN=C12)CC/C=C/C=1C=C2N(CCN(C2=O)[C@@H](CC(=O)OCC)C2=CC(=C(C=C2)OC)F)C1